2-(2-oxo-6-(3-(trifluoromethyl)phenyl)-3-trityl-2,3-dihydro-1H-imidazo[4,5-b]pyridin-1-yl)propionic acid O=C1N(C=2C(=NC=C(C2)C2=CC(=CC=C2)C(F)(F)F)N1C(C1=CC=CC=C1)(C1=CC=CC=C1)C1=CC=CC=C1)C(C(=O)O)C